C(C)(=O)C1(CCCCC1)OS(=O)(=O)OOS(=O)(=O)OC1(CCCCC1)C(C)=O acetylcyclohexyl-sulfoperoxide